4-(2-methylanilino)-6-chloronicotinamide CC1=C(NC2=CC(=NC=C2C(=O)N)Cl)C=CC=C1